5-trifluoromethyl-2-(2-hydroxy-5-tert-octylphenyl)-2H-benzotriazole FC(C1=CC=2C(=NN(N2)C2=C(C=CC(=C2)C(C)(C)CC(C)(C)C)O)C=C1)(F)F